tert-butyl 4-(4-((2,6-dioxopiperidin-3-yl)amino)-3-fluoro-2-methoxyphenyl)piperazine-1-carboxylate O=C1NC(CCC1NC1=C(C(=C(C=C1)N1CCN(CC1)C(=O)OC(C)(C)C)OC)F)=O